4-(isoquinolin-7-yl)-2-((4-morpholinophenyl)amino)pyrimidine-5-carboxamide C1=NC=CC2=CC=C(C=C12)C1=NC(=NC=C1C(=O)N)NC1=CC=C(C=C1)N1CCOCC1